N[C@H](C(=O)NC=1C=CC(=C(C(=O)N[C@H](C)C2=CC=CC3=CC=CC=C23)C1)F)CN 5-((S)-2,3-diaminopropanamido)-2-fluoro-N-((R)-1-(naphthalen-1-yl)ethyl)benzamide